3-(4-((1-cyclopentyl-3-(4-hydroxy-3-(trifluoromethyl)phenyl)-1H-indazol-6-yl)methoxy)-3,5-difluorophenyl)butanoic acid C1(CCCC1)N1N=C(C2=CC=C(C=C12)COC1=C(C=C(C=C1F)C(CC(=O)O)C)F)C1=CC(=C(C=C1)O)C(F)(F)F